N-(2-(cyclohexylmethoxy)-4-(4,4,5,5-tetramethyl-1,3,2-dioxaborolan-2-yl)phenyl)-1,1-difluoromethane-sulfonamide C1(CCCCC1)COC1=C(C=CC(=C1)B1OC(C(O1)(C)C)(C)C)NS(=O)(=O)C(F)F